CN1N=CC(=CC1=O)C1CNCC1 2-methyl-5-(pyrrolidin-3-yl)pyridazin-3(2H)-one